C(C)(=O)NC=1C=C(C=CC1F)N1C=C(C=CC1=O)C(=O)N[C@H](C)C1=CC(=CC(=C1)C(F)(F)F)N 1-(3-acetamido-4-fluoro-phenyl)-N-[(1R)-1-[3-amino-5-(trifluoromethyl)phenyl]ethyl]-6-Oxo-pyridine-3-carboxamide